(R)-1-((8-((3'-(5-(Dimethylglycyl)-5,6-dihydro-4H-pyrrolo[3,4-d]thiazol-2-yl)-2,2'-dimethyl-[1,1'-biphenyl]-3-yl)amino)-1,7-naphthyridin-3-yl)methyl)pyrrolidin CN(CC(=O)N1CC=2N=C(SC2C1)C=1C(=C(C=CC1)C1=C(C(=CC=C1)NC=1N=CC=C2C=C(C=NC12)CN1CCCC1)C)C)C